CC=1/C(/C2=CC=C(C=C2C1CC(=O)O)C)=C/C1=CC(=CC=C1)OC1=CC=CC=C1 (Z)-2-(2,5-Dimethyl-1-(3-phenoxybenzylidene)-1H-inden-3-yl)acetic acid